FC=1C=CC(=NC1)NC(C1=NC(=CC(=C1)C1=NOC(=N1)C(C)C)C)=O N-(5-fluoropyridin-2-yl)-4-(5-isopropyl-1,2,4-oxadiazol-3-yl)-6-methylpicolinamide